C(C)C=1C=CC=C2C=C(C=C(C12)C1=C(C=2N=C(N=C(C2C=N1)N1C[C@H]2C[C@H]([C@@H](C1)C2)O)OC[C@]21CCCN1C[C@@H](C2)F)F)O (1R,5R,6R)-3-(7-(8-ethyl-3-hydroxynaphthalen-1-yl)-8-fluoro-2-(((2R,7aS)-2-fluorotetrahydro-1H-pyrrolizin-7a(5H)-yl)methoxy)pyrido[4,3-d]pyrimidin-4-yl)-3-azabicyclo[3.2.1]octan-6-ol